Dioxacyclopentene-5-formaldehyde C1=COOC1C=O